N[C@@H](CCOC=1C(=NN(C1)C)N)C (R)-4-(3-aminobutoxy)-1-methyl-1H-pyrazol-3-amine